2,2-Dimethyl-6-(1-methylpiperidin-4-yl)-N-phenethyl-3,4-dihydroquinoline-1(2H)-carboxamide CC1(N(C2=CC=C(C=C2CC1)C1CCN(CC1)C)C(=O)NCCC1=CC=CC=C1)C